C(CCC)C=1N(C=2C(=C(N=NC2OC(C)C)N)N1)CC1=CC=C(C=C1)CNCCOCCOCCOCCOC 2-butyl-4-isopropoxy-3-[[4-[[2-[2-[2-(2-methoxyethoxy)ethoxy]ethoxy]eth-ylamino]methyl]phenyl]methyl]imidazo[4,5-d]pyridazin-7-amine